FC=1C=C(CNC(=O)[C@@H]2N(C[C@@H](C2)O)C([C@H](C(C)(SC(C2=CC=CC=C2)(C2=CC=CC=C2)C2=CC=CC=C2)C)NC(=O)C2(CC2)F)=O)C=CC1C1=C(N=CS1)C (2R,4R)-N-(3-fluoro-4-(4-methylthiazol-5-yl)benzyl)-1-((R)-2-(1-fluorocyclopropane-1-carboxamido)-3-methyl-3-(tritylthio)butanoyl)-4-hydroxypyrrolidine-2-carboxamide